Decyne hemimalonate C(CC(=O)O)(=O)O.C#CCCCCCCCC.C#CCCCCCCCC